FC1=CC=CC=2C3=C(C(=NC12)[C@@H](C)O)C=CN3 6-fluoro-4-((R)-1-hydroxyethyl)-1H-pyrrolo[3,2-c]quinolin